3-CARBOXYMETHYL-6-FLUOROPHENYLBORONIC ACID C(=O)(O)CC=1C=C(C(=CC1)F)B(O)O